tert-butyl (1S,4S)-5-(4-((5-chloro-4-(2,2-difluoroethoxy)-2-fluorophenyl)amino)pyrido[3,2-d]pyrimidin-6-yl)-2,5-diazabicyclo[2.2.1]heptane-2-carboxylate ClC=1C(=CC(=C(C1)NC=1C2=C(N=CN1)C=CC(=N2)N2[C@@H]1CN([C@H](C2)C1)C(=O)OC(C)(C)C)F)OCC(F)F